ClC1=CC=C(OC2=C(C=C(C=C2F)S(=O)(=O)N2C3(CN(CC2CC3)C(CN3CCCCC3)=O)C(=O)OCC)F)C=C1 ethyl 8-((4-(4-chlorophenoxy)-3,5-difluorophenyl)sulfonyl)-3-(2-(piperidin-1-yl)acetyl)-3,8-diazabicyclo[3.2.1]octane-1-carboxylate